BrC1=C(C=CC(=C1)F)C(C(C(=O)OCC)(F)F)O ethyl 3-(2-bromo-4-fluorophenyl)-2,2-difluoro-3-hydroxypropionate